4'-cyclopropyl-4-((3-fluoro-4-(5-methyl-3-(trifluoromethyl)-1H-pyrazol-1-yl)benzyl)oxy)-6'-methoxy-2,5'-bipyrimidine C1(CC1)C1=NC=NC(=C1C1=NC=CC(=N1)OCC1=CC(=C(C=C1)N1N=C(C=C1C)C(F)(F)F)F)OC